1-(3-chlorophenyl)-2-(pyridin-4-yl)-1H-naphthalen ClC=1C=C(C=CC1)C1C(C=CC2=CC=CC=C12)C1=CC=NC=C1